[Si](C)(C)(C(C)(C)C)OCCSC=1N=NC(=CC1NC1=CC(=NC=C1)NC(CCN1CCN(CCC1)C)=O)C1=C(C=CC(=C1)Cl)F N-(4-{[3-({2-[(tert-butyldimethylsilyl)oxy]ethyl}sulfanyl)-6-(5-chloro-2-fluorophenyl)pyridazin-4-yl]amino}pyridin-2-yl)-3-(4-methyl-1,4-diazepan-1-yl)propanamide